Dimethyl-glucamine CN(C[C@H](O)[C@@H](O)[C@H](O)[C@H](O)CO)C